CC/C(=C/CCC(C)(C=C)O)/C Ethyllinalool